CC(C(=O)NC1=C(C(=O)N)C=CC=C1)=CC1=CC2=CC=CC=C2C=C1 2-(2-methyl-3-(naphthalen-2-yl)acrylamido)benzamide